(e)-4-((2-aminoethyl) amino)-2-methoxy-3-nitrobenzoate NCCNC1=C(C(=C(C(=O)[O-])C=C1)OC)[N+](=O)[O-]